S(O)(O)(=O)=O.C(C)(=O)[O-].[Na+] sodium ethanoate compound with sulfuric acid